(E,E)-8,10-dodecadien-1-al C(CCCCCC\C=C\C=C\C)=O